4-(1-(tert-butoxycarbonyl)piperidin-3-yl)pyridine 1-oxide C(C)(C)(C)OC(=O)N1CC(CCC1)C1=CC=[N+](C=C1)[O-]